2-({4-[(2-imino-5-methyl-2,3-dihydro-1,3-oxazol-3-yl)methyl]-1H-1,3-benzodiazol-2-yl}amino)-2-[3-(trifluoromethyl)phenyl]propyl 2,2-dimethylpropanoate CC(C(=O)OCC(C)(C1=CC(=CC=C1)C(F)(F)F)NC1=NC2=C(N1)C=CC=C2CN2C(OC(=C2)C)=N)(C)C